C1(=CC=CC=C1)S(=O)(=O)N1C=C(C2=CC=C(C=C12)C1=CN(C(=C1)C#N)COCC[Si](C)(C)C)C1=NC(=NC=C1C(F)(F)F)N[C@@H]1CN(CCC1)C(=O)OC(C)(C)C tert-butyl (3S)-3-[[4-[1-(benzenesulfonyl)-6-[5-cyano-1-(2-trimethylsilylethoxymethyl) pyrrol-3-yl]indol-3-yl]-5-(trifluoromethyl)pyrimidin-2-yl]amino]piperidine-1-carboxylate